3,5-dimethoxyacetophenone CC(=O)C1=CC(=CC(=C1)OC)OC